(2s)-2-amino-4-(4,4,4-trifluoro-3-(4-(3,3,3-trifluoropropyl)phenyl)butylsulfonimidoyl)butanoic acid N[C@H](C(=O)O)CCS(=O)(=N)CCC(C(F)(F)F)C1=CC=C(C=C1)CCC(F)(F)F